[Na+].P(=O)(OC=C)([O-])[O-].[Na+] vinyl phosphate sodium salt